(cyclopropanecarboxamido)-4-((2-methoxy-3-(1-methyl-1H-1,2,4-triazol-3-yl)phenyl)amino)-N-(methyl-d3)pyridazine-3-carboxamide C1(CC1)C(=O)NC=1C(=C(N=NC1)C(=O)NC([2H])([2H])[2H])NC1=C(C(=CC=C1)C1=NN(C=N1)C)OC